C(CCC)O[AlH2] r-butoxyaluminum hydride